F[C@@H]1C[C@@]2(CCCN2C1)COC1=NC2=C(C(=CC=C2C(=N1)N1[C@H]2CO[C@@H](C1)C2)C2=CC(=CC1=CC=C(C(=C21)C#C)F)O)F 4-(2-{[(2R,7aS)-2-fluoro-hexahydro-1H-pyrrolizin-7a-yl]methoxy}-8-fluoro-4-[(1R,4R)-2-oxa-5-azabicyclo[2.2.1]heptan-5-yl]quinazolin-7-yl)-5-ethynyl-6-fluoronaphthalen-2-ol